ClC1=CC=C(C=C1)C=1N=C2C3=C(C=NC2=C(C1)C(=O)N[C@H](CO)C)N(N=C3)C (S)-2-(4-chlorophenyl)-N-(1-hydroxy-prop-2-yl)-7-methyl-7H-pyrazolo[3,4-c][1,5]naphthyridine-4-carboxamide